C(C)(C)(C)C1=NOC(=N1)C(=O)NCC1=C(C=C(C=C1)C1=NC=NN2C1=CC(=C2)C=2C=NSC2)C 3-(tert-butyl)-N-(4-(6-(isothiazol-4-yl)pyrrolo[2,1-f][1,2,4]triazin-4-yl)-2-methylbenzyl)-1,2,4-oxadiazole-5-carboxamide